4-(3-(4-fluorophenoxy)benzyl)-5-methyl-2-(4-(pyridin-3-yl)phenyl)oxazole FC1=CC=C(OC=2C=C(CC=3N=C(OC3C)C3=CC=C(C=C3)C=3C=NC=CC3)C=CC2)C=C1